methyl (2R,3aS,6aS)-2-(((tert-butyldimethylsilyl)oxy)methyl)-3-(methylsulfonamido)hexahydro-1H-furo[3,4-b]pyrrole-1-carboxylate [Si](C)(C)(C(C)(C)C)OC[C@H]1C([C@@H]2[C@H](N1C(=O)OC)COC2)NS(=O)(=O)C